N[C@H]1CN(C[C@@H](C1)F)C(=O)C1=CC2=C(N(C(=N2)C2=CC=3C(=NC(=CC3)C(C)(O)C3CC3)N2CC2CC2)C)C(=C1)OC 1-(2-{5-[(3R,5R)-3-amino-5-fluoropiperidine-1-carbonyl]-7-methoxy-1-methyl-1H-1,3-benzodiazol-2-yl}-1-(cyclopropylmethyl)-1H-pyrrolo[2,3-b]pyridin-6-yl)-1-cyclopropylethan-1-ol